C(C=C)[C@H]1C=C[C@@H]([C@@H](O1)CO)OCOC [(2S,3S,6S)-6-allyl-3-(methoxymethoxy)-3,6-dihydro-2H-pyran-2-yl]methanol